CC1(C(NC=2C1=NC=C(C2)C2CCN(CC2)C(=O)OC(C)(C)C)=O)C tert-butyl 4-(3,3-dimethyl-2-oxo-2,3-dihydro-1H-pyrrolo[3,2-b]pyridin-6-yl)piperidine-1-carboxylate